C(C1=CC=CC=C1)OC1(C2=NN=C(C=3C(=CC(=C(N(CCC=CCC1)CCOCC1=CC=CC=C1)N3)C(F)(F)F)[N+](=O)[O-])O2)C(F)(F)F 6-Benzyloxy-13-(2-benzyloxyethyl)-17-nitro-6,15-bis(trifluoromethyl)-19-oxa-3,4,13,18-tetrazatricyclo[12.3.1.12,5]nonadeca-1(18),2,4,9,14,16-hexaene